n-heptanolate C(CCCCCC)[O-]